S1CCCCC1 Thian